C(C)(C)(C)OC(=O)N1CC2(CC2C1)B1OC(C(O1)(C)C)(C)C 1-(4,4,5,5-tetramethyl-1,3,2-dioxaborolan-2-yl)-3-azabicyclo[3.1.0]Hexane-3-Carboxylic acid tert-butyl ester